O1CCN(C2=C1C=CC=C2)NC(=O)C=2SC1=C(C2C(C)C)C=CC=C1C1=C(C(=CC(=C1)F)F)F N-(2,3-dihydro-1,4-benzoxazin-4-yl)-3-isopropyl-7-(2,3,5-trifluorophenyl)benzothiophene-2-Formamide